C(C)O[Si](CCCNC(NCN(C1=NC(=NC(=N1)N(COCC)COCC)N(COCC)COCC)COCC)=O)(OCC)OCC N''-(7-triethoxysilyl-2,4-diaza-3-oxo-heptyl)-N,N,N',N',N''-pentakis-ethoxymethyl-[1,3,5]triazine-2,4,6-triamine